[6-(benzyloxy)-7-(1,1-dioxo-4-oxo-1,2,5-thiadiazolidin-2-yl)-8-fluoronaphthalen-2-yl]carbamic acid tert-butyl ester C(C)(C)(C)OC(NC1=CC2=C(C(=C(C=C2C=C1)OCC1=CC=CC=C1)N1S(NC(C1)=O)(=O)=O)F)=O